FC(C=1C=C2C(=NC=NC2=C(C1)C(F)(F)F)O)(F)F 6,8-bis(trifluoromethyl)quinazolin-4-ol